ClC1=CC(=C(C(=C1)F)CCCC(=O)O)F 4-(4-chloro-2,6-difluorophenyl)butanoic acid